(2S)-2-(t-butoxycarbonylamino)-3-methyl-butyric acid C(C)(C)(C)OC(=O)N[C@H](C(=O)O)C(C)C